O1CCN(CC1)CC[C@@H]1N(COC1=O)C(=O)OCC1C2=CC=CC=C2C=2C=CC=CC12 (9H-Fluoren-9-yl)methyl (S)-4-(2-morpholinoethyl)-5-oxooxazolidine-3-carboxylate